C1(CC1)COC1=CC=C(C(=C1COC=1C(=CC(=C(C1)N1C(NC2=C(C1=O)C(=CS2)CN(C)C)=O)F)OC)F)F 3-(5-((6-(cyclopropylmethoxy)-2,3-difluorobenzyl)oxy)-2-fluoro-4-methoxyphenyl)-5-((dimethylamino)methyl)thieno[2,3-d]pyrimidine-2,4(1H,3H)-dione